S(=O)(=O)(O)C1=CC=C(C)C=C1.N1(C=CC=2C1=NC=CC2)C2=NC(=NC=C2)NC=2C(=CC(=C(C2)C(C(=O)N)=C)N(C)CCN(C)C)OC (5-((4-(1H-pyrrolo[2,3-b]pyridin-1-yl)pyrimidin-2-yl)amino)-2-((2-(dimethylamino)ethyl)(methyl)amino)-4-methoxyphenyl)acrylamide tosylate salt